N-[(3S)-1-imidazo[1,2-a]pyrazin-8-ylpyrrolidin-3-yl]-1-(4-methylsulfonylphenyl)-1,2,4-triazole-3-carboxamide N=1C=CN2C1C(=NC=C2)N2C[C@H](CC2)NC(=O)C2=NN(C=N2)C2=CC=C(C=C2)S(=O)(=O)C